N-[[4-[5-amino-1-[1-(chloromethyl)-2-hydroxy-ethyl]-4-cyano-pyrazol-3-yl]phenyl]methyl]-2-methoxy-benzamide NC1=C(C(=NN1C(CO)CCl)C1=CC=C(C=C1)CNC(C1=C(C=CC=C1)OC)=O)C#N